ClC1=C(C(=O)O)C=CC(=C1)S(=O)(=O)CC(C)(C)O 2-chloro-4-(2-hydroxy-2-methylpropylsulfonyl)benzoic acid